C=1(C(=CC=CC1)C(=O)OOC(=O)C=1C(=CC=CC1)C)C toloyl peroxide